P(O)(O)O ortho-phosphorous acid